O1C(CCCC1)ON=C(C(=NOC1OCCCC1)N=[N+]=[N-])N=[N+]=[N-] Ditetrahydropyranyl-diazidoglyoxime